butyl 2-((1R,2R)-1-hydroxy-2-methyl-3-((4R,5S)-4-methyl-2-oxo-5-phenyloxazolidin-3-yl)-3-oxopropyl)pyrrolidine-1-carboxylate O[C@H]([C@H](C(=O)N1C(O[C@H]([C@H]1C)C1=CC=CC=C1)=O)C)C1N(CCC1)C(=O)OCCCC